2-[4-methyl-2-oxo-3-[6-(1H-pyrazolo[3,4-c]pyridin-4-yl)-3-pyridyl]benzimidazol-1-yl]-N-[(1S)-2,2,2-trifluoro-1-methyl-ethyl]acetamide CC1=CC=CC=2N(C(N(C21)C=2C=NC(=CC2)C2=C1C(=CN=C2)NN=C1)=O)CC(=O)N[C@H](C(F)(F)F)C